C(CCCC)S(=O)C methyl n-pentyl sulfoxide